C(#N)C1=C(OC=2C(=NC3=CC=CC=C3N2)C2CCC3(C2)CCN(CC3)C(CN3CCC(CC3)C3=C(C=C(C=C3)NC3C(NC(CC3)=O)=O)F)=O)C(=CC=C1NS(N(C)CC)(=O)=O)F 2-cyano-3-[[ethyl(methyl)sulfamoyl]amino]-6-fluorophenoxy-2-[8-[2-[4-[4-[(2,6-dioxopiperidin-3-yl)amino]-2-fluorophenyl]piperidin-1-yl]acetyl]-8-azaspiro[4.5]decan-3-yl]quinoxaline